tert-butyl 1-(3-amino-2-methyl-3-oxopropyl)-6-chloro-1,3,4,9-tetrahydro-2H-pyrido[3,4-b]indole-2-carboxylate NC(C(CC1N(CCC2=C1NC1=CC=C(C=C21)Cl)C(=O)OC(C)(C)C)C)=O